C(C)CC(C)(C(C)C)O ethylthexyl alcohol